FC(S(=O)(=O)OC=1CCN(C(C1)=O)C)(F)F 1-methyl-6-oxo-1,2,3,6-tetrahydropyridin-4-yl trifluoromethanesulfonate